N-(3-(2-amino-4-(4-phenoxyphenoxy)pyridin-3-yl)phenyl)acrylamide NC1=NC=CC(=C1C=1C=C(C=CC1)NC(C=C)=O)OC1=CC=C(C=C1)OC1=CC=CC=C1